O([C@H]1[C@H](O)[C@@H](O)[C@H](O)[C@H](O1)CO)C1=C(C=CC=C1)CC1=CC=C(C=C1)OC(C)C 2-(4-isopropoxybenzyl)phenyl β-D-glucopyranoside